2-[4-[(1S,4S,5R)-5-[[5-cyclopropyl-3-(2,6-dichlorophenyl)-1,2-oxazol-4-yl]methoxy]-2-azabicyclo[2.2.1]heptan-2-yl]-3-fluorophenyl]acetic acid C1(CC1)C1=C(C(=NO1)C1=C(C=CC=C1Cl)Cl)CO[C@H]1[C@@H]2CN([C@H](C1)C2)C2=C(C=C(C=C2)CC(=O)O)F